8-(4-Chloro-2-methylphenyl)-9-(4-(fluoro(1-(3-fluoropropyl)azetidin-3-yl)methyl)phenyl)-6,7-dihydro-5H-benzo[7]annulen ClC1=CC(=C(C=C1)C=1CCCC2=C(C1C1=CC=C(C=C1)C(C1CN(C1)CCCF)F)C=CC=C2)C